8-methyl-1-[2-methyl-5-(2-methyl-1H-imidazol-4-yl)benzenesulfonyl]-1,2,3,4-tetrahydroquinoline CC=1C=CC=C2CCCN(C12)S(=O)(=O)C1=C(C=CC(=C1)C=1N=C(NC1)C)C